O=C1NC(CCCC1N1C(C(N(C2=CC=CC=C12)CC(=O)OC(C)(C)C)=O)=O)=O tert-Butyl 2-[4-(2,7-dioxoazepan-3-yl)-2,3-dioxoquinoxalin-1-yl]acetate